(5-(2-fluoro-6-methoxyphenyl)-1H-pyrazolo[3,4-c]pyridin-3-yl)benzamide FC1=C(C(=CC=C1)OC)C=1C=C2C(=CN1)NN=C2C2=C(C(=O)N)C=CC=C2